methyl 2-[[3-[2-chloro-5-[4-(difluoromethyl)-3-methyl-5-oxo-1,2,4-triazol-1-yl]-4-fluoro-phenoxy]-2-pyridyl]oxy]acetate ClC1=C(OC=2C(=NC=CC2)OCC(=O)OC)C=C(C(=C1)F)N1N=C(N(C1=O)C(F)F)C